5-amino-N-(2-(2,6-dioxopiperidin-3-yl)-1-oxoisoindolin-4-yl)pentanamide trifluoroacetate FC(C(=O)O)(F)F.NCCCCC(=O)NC1=C2CN(C(C2=CC=C1)=O)C1C(NC(CC1)=O)=O